N,N-Dimethyl-5-[[2-(1-piperidinyl)benzyl]sulfonyl]thiophene-2-sulfonamide CN(S(=O)(=O)C=1SC(=CC1)S(=O)(=O)CC1=C(C=CC=C1)N1CCCCC1)C